ClC=1C=CC=C2C=CC=C(C12)N1CC=2N=C(N=C(C2CC1)NCCNC)OCC12CCCN2CCC1 N'-(7-(8-chloronaphthalen-1-yl)-2-((tetrahydro-1H-pyrrolizin-7a(5H)-yl)methoxy)-5,6,7,8-tetrahydropyrido[3,4-d]pyrimidin-4-yl)-N1-methylethane-1,2-diamine